2-methyl-2-[4-(3-{[4-(trifluoromethyl)phenyl]amino}pyrazin-2-yl)piperazin-1-yl]propionitrile CC(C#N)(C)N1CCN(CC1)C1=NC=CN=C1NC1=CC=C(C=C1)C(F)(F)F